FC1(C(C1)N1N=NC=C1C=1C=C(C=NC1)N1N=C(C=CC1=O)C(=O)N[C@H](C)C1=C(C(=CC=C1)C(F)(F)F)F)F 1-[5-[3-(2,2-difluorocyclopropyl)-triazol-4-yl]-3-pyridyl]-N-[(1R)-1-[2-fluoro-3-(trifluoromethyl)phenyl]ethyl]-6-oxo-pyridazine-3-carboxamide